N[C@H](C(=O)O)CC1=CNC2=C(C=CC=C12)C=1N=NC=CC1 (S)-2-amino-3-(7-(pyridazin-3-yl)-1H-indol-3-yl)propanoic acid